C(C1=CC=CC=C1)OC1=C(C=C(C(=C1F)NC1=CC=C(C=C1)Br)N)F 5-(benzyloxy)-N1-(4-bromophenyl)-4,6-difluorobenzene-1,2-diamine